2-amino-1'-[4-[[(1R)-1-(2-amino-3-pyridyl)ethyl]-ethyl-amino]-6-[2-(dimethylamino)propoxy]-1,3,5-triazin-2-yl]spiro[6H-thieno[3,4-b]thiophene-4,3'-azetidine]-3-carbonitrile NC1=C(C2=C(S1)CSC21CN(C1)C1=NC(=NC(=N1)N(CC)[C@H](C)C=1C(=NC=CC1)N)OCC(C)N(C)C)C#N